methyl N-[4-[5-chloro-6-[(4-chlorophenyl)-methyl-carbamoyl]imidazo[1,2-a]pyridin-3-yl]phenyl]carbamate ClC1=C(C=CC=2N1C(=CN2)C2=CC=C(C=C2)NC(OC)=O)C(N(C)C2=CC=C(C=C2)Cl)=O